1-(1-methyl-3-chloro-4-methoxyformylpyrazol-5-yl)sulfonylurea CN1N=C(C(=C1S(=O)(=O)NC(=O)N)C(=O)OC)Cl